C1(=CC=CC=C1)[C@@H](C)N1C(=NC=C1C(=O)OCC)S ethyl (R)-(+)-1-(1-phenylethyl)-2-mercaptoimidazole-5-carboxylate